1-(imidazo[1,2-a]pyridin-5-yl)-7-(trifluoromethoxy)quinazolin-2,4(1H,3H)-dione N=1C=CN2C1C=CC=C2N2C(NC(C1=CC=C(C=C21)OC(F)(F)F)=O)=O